BrC1=C2C(N(C(C2=CC=C1CN1CCN(CC1)C1=NC(=CC=C1)C1=CN=C2N1N=C(C=C2)N2[C@H](CCC2)C2=CC(=CC=C2)F)=O)C2C(NC(CC2)=O)=O)=O 4-bromo-2-(2,6-dioxopiperidin-3-yl)-5-((4-(6-(6-((R)-2-(3-fluorophenyl)pyrrolidin-1-yl)imidazo[1,2-b]pyridazin-3-yl)pyridin-2-yl)piperazin-1-yl)methyl)isoindoline-1,3-dione